COC=1N=C2C(=CC=NC2=CC1OC)OC1=CC=C(C=C1)NC(=O)C1=CN(C(=C(C1=O)C1=CC=C(C=C1)F)C)CCO N-[4-[(6,7-Dimethoxy-1,5-naphthyridin-4-yl)oxy]phenyl]-5-(4-fluorophenyl)-1-(2-hydroxyethyl)-6-methyl-4-oxopyridine-3-carboxamide